COC1=C(C=CC=C1)C=1C(=CC(=NC1)C(F)(F)F)C(=O)O 5-(2-methoxyphenyl)-2-(trifluoromethyl)pyridine-4-carboxylic acid